sulfurous acid, cyclohexylmethyl dodecyl ester S(OCC1CCCCC1)(OCCCCCCCCCCCC)=O